C(C1=CC=CC=C1)NC=1C(C(C1NCC1=NC=C(C=C1)C1=NOC(=N1)C(F)(F)F)=O)=O 3-(benzylamino)-4-(((5-(5-(trifluoromethyl)-1,2,4-oxadiazol-3-yl)pyridin-2-yl)methyl)amino)cyclobut-3-ene-1,2-dione